OC(CN(C(O[C@@H]1CC[C@H](CC1)C(N(C[C@@H]1CC[C@H](CC1)C1=NC(=C(C=C1)OC)C)C1=NC=CC(=C1)C=1N=C(OC1)C1CC1)=O)=O)C)(C)C trans-4-((4-(2-Cyclopropyloxazol-4-yl)pyridin-2-yl)((trans-4-(5-methoxy-6-methylpyridin-2-yl)cyclohexyl)methyl)carbamoyl)cyclohexyl (2-hydroxy-2-methyl propyl)(methyl)carbamate